FC1=C(OC2=C(C=C(C=C2)S(=O)(=O)C)C2=CN(C(C3=CC=CC=C23)=O)C)C=CC(=C1)F 4-[2-(2,4-difluorophenoxy)-5-methylsulfonylphenyl]-2-methylisoquinolin-1-one